3-[4-(4-cyanophenyl)thieno[2,3-c]pyridine-2-yl]-2,2-dimethylpropionic acid C(#N)C1=CC=C(C=C1)C1=C2C(=CN=C1)SC(=C2)CC(C(=O)O)(C)C